FC1=C2CCO[C@H](C2=CC=C1)[C@H](C)N (S)-1-((R)-5-fluoroisochroman-1-yl)ethan-1-amine